Cl.Cl.ClC1=C(C=CC=C1)[C@@]1([C@H](CCCC1)NCCC1=CC(=C(C=C1)OC)OC)NC Cis-(1S,2S)-1-(2-chlorophenyl)-N2-(3,4-dimethoxyphenethyl)-N1-methylcyclohexane-1,2-diamine dihydrochloride